BrC1=C(C=NN(C1=O)COCC[Si](C)(C)C)N[C@H](CON1C(C2=CC=CC=C2C1=O)=O)C (S)-2-(2-((5-bromo-6-oxo-1-((2-(trimethylsilyl)ethoxy)methyl)-1,6-dihydropyridazin-4-yl)amino)propoxy)isoindoline-1,3-dione